2-(3,6-dihydro-2H-pyran-4-yl)-6-methylpyrimidine-4-Carboxylic acid O1CCC(=CC1)C1=NC(=CC(=N1)C(=O)O)C